tert-butyl 4-(4-((5-cyclopropyl-1H-pyrazol-3-yl) amino)-6-(dimethylphosphoryl) quinazoline-2-carbonyl)-2-methylpiperazine-1-carboxylate C1(CC1)C1=CC(=NN1)NC1=NC(=NC2=CC=C(C=C12)P(=O)(C)C)C(=O)N1CC(N(CC1)C(=O)OC(C)(C)C)C